BrCC=1OC(OC1CC)=O 4-(bromomethyl)-5-ethyl-1,3-dioxol-2-one